COC(C(CO)C1=CC(=C(C=C1)F)Cl)=O 2-(3-chloro-4-fluorophenyl)-3-hydroxypropionic acid methyl ester